NC(C(CC1=CC=CC=C1)C=1N=C2N(C=C(C=C2)C=2C=CC3=C(N=C(O3)N)C2)C1C(=O)N)=O (1-amino-1-oxo-3-phenylpropan-2-yl)-6-(2-aminobenzo[d]oxazol-5-yl)imidazo[1,2-a]pyridine-3-carboxamide